S1C=C(C=C1)C1=CC(=CC=C1)C1=CSC=C1 1,3-di(thiophen-3-yl)benzene